[Cl-].C(CCCCCCC)[N+](C)(C)CCCCCCCCCC Octyldecyldimethylammonium chloride